5-chloro-2,4-dipentoxybenzaldehyde ClC=1C(=CC(=C(C=O)C1)OCCCCC)OCCCCC